N=1C=CN2C1C=C(C=C2)S(=O)(=O)C=2C=C1C=NN(C(C1=CC2)=O)CC=2C=NC(=CC2)OC 6-(imidazo[1,2-a]pyridin-7-ylsulfonyl)-2-((6-methoxypyridin-3-yl)methyl)phthalazin-1(2H)-one